7-Methoxy-4-(1-methyl-3-phenyl-1H-pyrazol-4-yl)quinazolin-6-amine COC1=C(C=C2C(=NC=NC2=C1)C=1C(=NN(C1)C)C1=CC=CC=C1)N